C(#C)C=1C(=CC=C2C=CC=C(C12)C1=C(C=2N=C(N=C(C2C=N1)N1CC(CCCC1)NC(C=C)=O)OC[C@H]1N(CCCC1)C)F)F N-(1-(7-(8-ethynyl-7-fluoronaphthalen-1-yl)-8-fluoro-2-(((S)-1-methylpiperidin-2-yl)methoxy)pyrido[4,3-d]pyrimidin-4-yl)azepan-3-yl)acrylamide